N-(4-((2-((3-(tert-butyl)-1-(p-tolyl)-1H-pyrazol-5-yl)amino)-5,6-dihydro-4H-imidazo[4,5,1-ij]quinolin-7-yl)oxy)pyridin-2-yl)acetamide C(C)(C)(C)C1=NN(C(=C1)NC1=NC=2C=CC(=C3CCCN1C23)OC2=CC(=NC=C2)NC(C)=O)C2=CC=C(C=C2)C